C(C1=CC=CC=C1)OC1=C2C=C(N(C2=CC=C1F)C1=CC(=C(C=C1)F)F)C1CCOCC1 4-benzyloxy-1-(3,4-difluorophenyl)-5-fluoro-2-tetrahydropyran-4-yl-indole